tert-Butyl 6-(8-methoxy-7-quinolyl)spiro[4H-1,3-benzodioxine-2,4'-piperidine]-1'-carboxylate COC=1C(=CC=C2C=CC=NC12)C1=CC2=C(OC3(CCN(CC3)C(=O)OC(C)(C)C)OC2)C=C1